ClC=1N=NC(=CC1)OCC1=C(N=NN1C)C1=CC=C(C=C1)F 3-chloro-6-((4-(4-fluorophenyl)-1-methyl-1H-1,2,3-triazol-5-yl)methoxy)pyridazine